2-(tetrahydro-2H-pyran-4-yl)imidazo[1,2-b]Pyridazine-6-carboxylic acid methyl ester COC(=O)C=1C=CC=2N(N1)C=C(N2)C2CCOCC2